FC1C2(C1)CNCC1=CC=C(C=C12)C(F)(F)F 2'-fluoro-6-(trifluoromethyl)spiro[2,3-dihydroisoquinoline-4,1'-cyclopropane]